BrC=1C=CC=2N(C1)N=NC2 6-bromo-[1,2,3]triazolo[1,5-a]pyridine